Cl.N1=NC(=NN=C1)C1=CC=C(C=C1)CN [4-(1,2,4,5-tetrazin-3-yl)phenyl]methanamine hydrochloride salt